N-(2-aminoethyl)-6-[8-(prop-2-enamido)naphthalen-2-yl]pyridine-2-carboxamide NCCNC(=O)C1=NC(=CC=C1)C1=CC2=C(C=CC=C2C=C1)NC(C=C)=O